C(C)(C)(C)OC(=O)N([C@H](C(=O)OC(C)(C)C)CCC=O)C(=O)OC(C)(C)C tert-butyl (S)-2-(bis(tert-butoxycarbonyl) amino)-5-oxopentanoate